C(C1=CC=CC=C1)OC(C(CCCCCCCCCCC(=O)O)C(=O)OCC1=CC=CC=C1)=O 13-(benzyloxy)-12-((benzyloxy)carbonyl)-13-oxotridecanoic acid